P(=O)(=O)F.[Na] sodium phosphofluoride